C1(CCC1)CCC(C(=O)OCC(COC(C(CCCCCCCC)CCC1CCC1)=O)C1CCN(CC1)CCCCO)CCCCCCCC.ClC=1C(=C(C=CC1)C1=CC=CC=C1)CC1=CC=CC=C1 chlorobenzyl-biphenyl 2-(1-(4-hydroxybutyl)piperidin-4-yl)propane-1,3-diyl bis(2-(2-cyclobutylethyl)decanoate)